C(C)N1CCN(CC1)CCCN[C@H]1CCCC=2C=CC=NC12 (S)-N-(3-(4-ethylpiperazin-1-yl)propyl)-5,6,7,8-tetrahydroquinolin-8-amine